4-(p-tolyl)phenoxyldecan-1-ol C1(=CC=C(C=C1)C1=CC=C(OC(CCCCCCCCC)O)C=C1)C